N-Boc-1,4-butanediamine hydrochloride Cl.C(=O)(OC(C)(C)C)NCCCCN